Tert-butyl N-[4-[[[1-[[1-(2,6-dioxo-3-piperidyl)-3-methyl-2-oxo-benzimidazol-5-yl]methyl]-4-piperidyl]methyl-methyl-amino]methyl]cyclohexyl]carbamate O=C1NC(CCC1N1C(N(C2=C1C=CC(=C2)CN2CCC(CC2)CN(C)CC2CCC(CC2)NC(OC(C)(C)C)=O)C)=O)=O